α-methyl-ε-caprolactone CC1C(=O)OCCCC1